6-(5-Methyl-2,5-diazabicyclo[2.2.2]octan-2-yl)-2-(3-((R)-1,1,2-trifluoro-1-(4-methyl-4H-1,2,4-triazol-3-yl)propan-2-yl)phenyl)-4-(trifluoromethyl)isoindolin-1-one CN1C2CN(C(C1)CC2)C2=CC(=C1CN(C(C1=C2)=O)C2=CC(=CC=C2)[C@@](C(C2=NN=CN2C)(F)F)(C)F)C(F)(F)F